COC(=O)C1=CC=C(C=C1)C1=NC2(CCCCC2(C2=CC(=CC=C12)C(=O)[O-])C)CC(F)(F)F 6-(4-(methoxycarbonyl)phenyl)-10b-methyl-4a-(2,2,2-trifluoroethyl)-1,2,3,4,4a,10b-hexahydrophenanthridine-9-carboxylate